5-(thieno[3,2-c]pyridin-2-yl)-7H-pyrrolo[2,3-d]pyrimidin-4-amine S1C(=CC=2C=NC=CC21)C2=CNC=1N=CN=C(C12)N